amino-4,3'-bipyridine NC1=NC=CC(=C1)C=1C=NC=CC1